O.O.[Cl-].[Mn+2].[Cl-] manganese chloride, dihydrate